N,N-dimethyl-7-aminoheptanoic acid CN(CCCCCCC(=O)O)C